C(#N)C1=CNC2=C(C=CC(=C12)C)NS(=O)(=O)C=1C=NN(C1)CC(C)(S(=O)(=O)C)C N-(3-cyano-4-methyl-1H-indol-7-yl)-1-(2-methyl-2-methylsulfonyl-propyl)pyrazole-4-sulfonamide